tert-butyl (5-(benzo[d]thiazol-6-yl)-1-(6-methylpyridin-2-yl)-1H-pyrazol-3-yl)(methyl)carbamate S1C=NC2=C1C=C(C=C2)C2=CC(=NN2C2=NC(=CC=C2)C)N(C(OC(C)(C)C)=O)C